4-nitrobenzotrichloride [N+](=O)([O-])C1=CC=C(C=C1)C(Cl)(Cl)Cl